CC1=C(C=CC=C1NC=1N=CC=C2C=C(C=NC12)CN1C[C@@H](CC1)O)C1=C(C(=CC=C1)B1OC(C(O1)(C)C)(C)C)C (R)-1-((8-((2,2'-dimethyl-3'-(4,4,5,5-tetramethyl-1,3,2-dioxaborolan-2-yl)-[1,1'-biphenyl]-3-yl)amino)-1,7-naphthyridin-3-yl)methyl)pyrrolidin-3-ol